C(C)(C)(C)OC(=O)N1C[C@@H](CCC1)N1N=C(C=2C1=NC=NC2N)C2=CC=C(C=1OCOC12)NC(C1=CC(=C(C=C1)OC)OC)=O (R)-3-(4-amino-3-(7-(3,4-dimethoxybenzamido)benzo[d][1,3]dioxol-4-yl)-1H-pyrazolo[3,4-d]pyrimidin-1-yl)piperidine-1-carboxylic acid tert-butyl ester